CC1(OB(OC1(C)C)C1=CC=C(C=C1)CSC)C 4,4,5,5-tetramethyl-2-(4-((methylthio)methyl)phenyl)-1,3,2-dioxaborolane